C(C)(=O)N(C1=CC=C(C=C1)C1=CC=C(C=N1)C(=O)NCC=1C=NC=CC1)CCC(F)(F)F 6-[4-[acetyl-(3,3,3-trifluoropropyl)amino]phenyl]-N-(3-pyridylmethyl)pyridine-3-carboxamide